4-((2-chloro-4-((5-cyclopropyl-3-(2,6-dichlorophenyl)isoxazol-4-yl)methoxy)phenyl)ethynyl)-1H-indole-6-carboxylic acid ClC1=C(C=CC(=C1)OCC=1C(=NOC1C1CC1)C1=C(C=CC=C1Cl)Cl)C#CC1=C2C=CNC2=CC(=C1)C(=O)O